ClC=1C=C(C=CC1)C1=C(OC(=C1)[N+](=O)[O-])C(=O)N (3-chlorophenyl)-5-nitrofuran-2-carboxamide